C1(=CC=CC=2C3=CC=CC=C3C3=CC=CC=C3C12)C1=C(C=CC=C1)C=1C(=CC=CC1)C1=CC=CC=C1 (triphenylenyl)terbenzene